5-{5-amino-2-[(3-methyl-4-phenylphenyl)oxy]Phenyl}-1H-pyrrole-2-carboxylic acid methyl ester COC(=O)C=1NC(=CC1)C1=C(C=CC(=C1)N)OC1=CC(=C(C=C1)C1=CC=CC=C1)C